ClC(CF)F chloro-1,2-difluoroethane